CIS-8-Dimethylamino-8-[4-(methoxymethyl-oxy)-phenyl]-3-[(4-methoxyphenyl)-methyl]-1,3-diazaspiro[4.5]decan-2-one CN(C1(CCC2(CN(C(N2)=O)CC2=CC=C(C=C2)OC)CC1)C1=CC=C(C=C1)OCOC)C